C1(=CC=CC=C1)C1=CC=C(CN[C@@H](C)C(=O)O)C=C1 4-Phenylbenzylalanine